1,4,6,7-tetrahydro-pyrazolo[4,3-d]pyrimidin N1N=CC=2NCNCC21